FC=1C=C(C(=O)NCC2CCC(CC2)N2N=C3C=C(C=CC3=C2)N2CCNCC2)C=C(C1OCC1=CC=C(C=C1)OC)F 3,5-difluoro-4-[(4-methoxyphenyl)methoxy]-N-({(1r,4r)-4-[6-(piperazin-1-yl)-2H-indazol-2-yl]cyclohexyl}methyl)benzamide